BrC1=CN=C(N1C)C(=O)NC1=CC(=C(C(=O)O)C=C1)Cl 4-(5-bromo-1-methyl-imidazole-2-carboxamido)-2-chlorobenzoic acid